C(C1=CC=CC=C1)C1=NN=C(O1)C(=O)N benzyl-1,3,4-oxadiazole-2-carboxamide